8-(2-chloro-6-(trifluoromethoxy)phenyl)-9-(4-((1-(3-fluoropropyl)azetidin-3-yl)methyl)phenyl)-6,7-dihydro-5H-benzo[7]annulene-3-carboxylic acid ClC1=C(C(=CC=C1)OC(F)(F)F)C=1CCCC2=C(C1C1=CC=C(C=C1)CC1CN(C1)CCCF)C=CC(=C2)C(=O)O